NC=1C(=CC2=C(OCO2)C1)C(CCN(C(OCC1=CC=CC=C1)=O)C(C)C)=O benzyl (3-(6-aminobenzo[d][1,3]dioxol-5-yl)-3-oxopropyl)(isopropyl)carbamate